5-amino-2-cyano-N-(2,4-difluorophenyl)-N-methylbenzamide NC=1C=CC(=C(C(=O)N(C)C2=C(C=C(C=C2)F)F)C1)C#N